(S)-3-(azetidin-1-ylsulfonyl)-2-(benzyloxy)-5-bromo-6-(3-((tert-butyldimethylsilyl)oxy)pyrrolidin-1-yl)pyridine N1(CCC1)S(=O)(=O)C=1C(=NC(=C(C1)Br)N1C[C@H](CC1)O[Si](C)(C)C(C)(C)C)OCC1=CC=CC=C1